1-(2-chloro-4-pyridyl)-3-phenylurea ClC1=NC=CC(=C1)NC(=O)NC1=CC=CC=C1